BrC1=C(CC2C[C@H](NC2)C(=O)O)C=CC=C1 gamma-(2-bromo-benzyl)-proline